[Cl-].C(C1=CC=CC=C1)N1C=[N+](C=C1)C=C 1-benzyl-3-vinylimidazolium chloride